3-((1R,3R)-1-(3-bromophenyl)-3-(methoxy-d3)cyclobutyl)-4-methyl-4H-1,2,4-triazole BrC=1C=C(C=CC1)C1(CC(C1)OC([2H])([2H])[2H])C1=NN=CN1C